3-OXO-2,3-DIHYDROPYRIDAZIN-4-YLBORONIC ACID O=C1NN=CC=C1B(O)O